(4-chlorophenyl)(2-(5-(trifluoromethyl)-1,2,4-oxadiazol-3-yl)-4,7-dihydrothieno[2,3-c]pyridin-6(5H)-yl)methanone ClC1=CC=C(C=C1)C(=O)N1CC2=C(CC1)C=C(S2)C2=NOC(=N2)C(F)(F)F